C[C@@H]1NCC1 (2S,3R)-2-methylazetidin